2-ethyl-9,10-dipropoxyanthracene C(C)C1=CC2=C(C3=CC=CC=C3C(=C2C=C1)OCCC)OCCC